ClC1=CC2=C(C=C3N2C(=NN(C3=O)CC(=O)N[C@H]3CN(CCC3)C)C(C)(C)O)S1 (R)-2-(2-chloro-5-(2-hydroxypropan-2-yl)-8-oxothieno[2',3':4,5]pyrrolo[1,2-d][1,2,4]triazin-7(8H)-yl)-N-(1-methylpiperidin-3-yl)acetamide